methyl 1-((2'-(N-(4,5-dimethylisothiazol-3-yl) sulfamoyl)-2-(ethoxymethyl)-[1,1'-biphenyl]-4-yl) methyl)-2-ethoxy-1H-benzo[d]imidazole-7-carboxylate CC=1C(=NSC1C)NS(=O)(=O)C1=C(C=CC=C1)C1=C(C=C(C=C1)CN1C(=NC2=C1C(=CC=C2)C(=O)OC)OCC)COCC